ClC1=NC(=C(C(=N1)Cl)N)Cl 2,4,6-trichloropyrimidine-5-amine